[Na+].[Na+].N(=C=S)C(=C(C=1C(=CC=CC1)S(=O)(=O)[O-])N=C=S)C=1C(=CC=CC1)S(=O)(=O)[O-] diisothiocyano-2,2'-stilbenedisulfonic acid, disodium salt